N-[(1S)-1-[5-(2-methoxyquinolin-3-yl)-1H-imidazol-2-yl]-7-(1,3-oxazol-2-yl)-7-oxoheptyl]-5-oxo-D-prolinamide COC1=NC2=CC=CC=C2C=C1C1=CN=C(N1)[C@H](CCCCCC(=O)C=1OC=CN1)NC([C@@H]1NC(CC1)=O)=O